N'-hydroxy-3-phenyl-3-azabicyclo[3.1.0]hexane-6-carboxamidine ON=C(N)C1C2CN(CC12)C1=CC=CC=C1